(S)-7-hydroxy-N-(3-(1-(4-methyl-4H-1,2,4-triazol-3-ylthio)ethyl)phenyl)isoquinoline-3-carboxamide OC1=CC=C2C=C(N=CC2=C1)C(=O)NC1=CC(=CC=C1)[C@H](C)SC1=NN=CN1C